3-[[(1R)-1-(3,6-dimethyl-4-oxo-2-phenyl-benzopyran-8-yl)ethyl]amino]-N-(1,3,4-oxadiazol-2-ylmethyl)pyridine-2-carboxamide CC1=C(OC2=C(C1=O)C=C(C=C2[C@@H](C)NC=2C(=NC=CC2)C(=O)NCC=2OC=NN2)C)C2=CC=CC=C2